methyl 2-(6-chloro-1,1-dioxido-3,4-dihydro-2H-benzo[e][1,2]thiazin-2-yl)-3-(6-fluoro-2,3-dimethylphenyl)butanoate ClC=1C=CC2=C(CCN(S2(=O)=O)C(C(=O)OC)C(C)C2=C(C(=CC=C2F)C)C)C1